N[C@H]1[C@@H]2N(C[C@H]1CC2)C(=O)C2=CC1=C(N(C(=N1)C=1N(C3=C(C=CC=C3C1)C1=C(C=C(C=C1)O)Cl)CC1CC1)C)C(=C2)OC 4-(2-{5-[(1R,4R,7R)-7-Amino-2-azabicyclo[2.2.1]heptan-2-carbonyl]-7-methoxy-1-methyl-1H-1,3-benzodiazol-2-yl}-1-(cyclopropylmethyl)-1H-indol-7-yl)-3-chlorophenol